4-bromo-1-[2-(3,4-dihydro-1H-pyrrolo[1,2-a]pyrazin-2-yl)-2-oxoethyl]-1'-(1H-indazole-5-carbonyl)spiro[indole-3,4'-piperidin]-2-one BrC1=C2C(=CC=C1)N(C(C21CCN(CC1)C(=O)C=1C=C2C=NNC2=CC1)=O)CC(=O)N1CC=2N(CC1)C=CC2